(2S,4R)-4-hydroxypyrrolidine-2-carboxylate hydrochloride Cl.O[C@@H]1C[C@H](NC1)C(=O)O